CN1C2CN(CC1C2)C2=CC1=C(C(NN=C1)=O)C=N2 7-(6-methyl-3,6-diazabicyclo[3.1.1]hept-3-yl)pyrido[3,4-d]pyridazin-4(3H)-one